[I-].C(=C)C1=CCN(C=C1)CCCCCC 4-vinyl-N-hexylpyridine iodide